racemic-(3S,4S)-4-(6-oxo-1,6-dihydropyridin-2-yl)pyrrolidine-3-carbonitrile O=C1C=CC=C(N1)[C@H]1[C@@H](CNC1)C#N |r|